(S)-3-(3,4-dichlorobenzyl)-8-(4-fluorophenyl)-6-((2-imino-3-methyl-2,3-dihydro-1H-imidazole-1-yl)methyl)chroman-4-one ClC=1C=C(C[C@H]2COC3=C(C=C(C=C3C2=O)CN2C(N(C=C2)C)=N)C2=CC=C(C=C2)F)C=CC1Cl